1-(4-acetylmorpholine-3-carbonyl)-4-fluoro-N-{phenyl[4-(propan-2-yl)phenyl]methyl}pyrrolidine-2-carboxamide C(C)(=O)N1C(COCC1)C(=O)N1C(CC(C1)F)C(=O)NC(C1=CC=C(C=C1)C(C)C)C1=CC=CC=C1